Trithiolen S1SSC=C1